N1[C@@H](CCC1)C(=O)N=[S@@](=O)(C)C=1C=C(C=CC1)NC(=O)C1=C(N=NC(=C1C)C(F)(F)F)OC=1C(=NC(=CC1)F)C N-(3-((R)-N-(L-prolyl)-S-methylsulfonimidoyl)phenyl)-3-((6-fluoro-2-methylpyridin-3-yl)oxy)-5-methyl-6-(trifluoromethyl)pyridazine-4-carboxamide